(S)-2-((R)-4,4-difluoro-3-(5-oxo-4,5-dihydropyrazin-2-yl)piperidin-1-yl)-N-(6,7-dihydro-5H-indeno[5,6-d]thiazol-2-yl)propanamide FC1([C@H](CN(CC1)[C@H](C(=O)NC=1SC2=C(N1)C=C1CCCC1=C2)C)C=2N=CC(NC2)=O)F